2-bromo-1-(difluoromethyl)-3-fluorobenzene BrC1=C(C=CC=C1F)C(F)F